C(C1=CC=CC=C1)(=O)OCC(C)S 2-mercaptopropyl benzoate